(aminooxy)diphenylphosphine oxide NOP(C1=CC=CC=C1)(C1=CC=CC=C1)=O